N-((7-(5-(difluoromethyl)-1,3,4-oxadiazol-2-yl)imidazo[1,2-a]pyridin-2-yl)methyl)-1-(1-hydroxypropan-2-yl)-N-phenylpiperidine-4-carboxamide FC(C1=NN=C(O1)C1=CC=2N(C=C1)C=C(N2)CN(C(=O)C2CCN(CC2)C(CO)C)C2=CC=CC=C2)F